6-amino-7-fluoro-2-methyl-10-oxo-4-oxa-1-azatricyclo[7.3.1.05,13]tridecane-5(13),6,8,11-tetraene-11-carboxylic acid NC=1C=2OCC(N3C=C(C(C(=CC1F)C32)=O)C(=O)O)C